(R)-7-((5-Methyl-6-(4-((methylamino)methyl)piperidin-1-yl)pyridin-3-yl)methyl)-N2-(pentan-2-yl)imidazo[2,1-f][1,2,4]triazin-2,4-diamin CC=1C=C(C=NC1N1CCC(CC1)CNC)CC1=CN=C2C(=NC(=NN21)N[C@H](C)CCC)N